tert-butyl (1-(4-(3-(difluoromethyl)-5-fluorobenzyl)pyridin-2-yl)-4,5,6,7-tetrahydro-1H-benzo[d][1,2,3]triazol-4-yl)carbamate FC(C=1C=C(CC2=CC(=NC=C2)N2N=NC3=C2CCCC3NC(OC(C)(C)C)=O)C=C(C1)F)F